[Si](C)(C)(C(C)(C)C)O[C@@H]([C@H](CC=1SC(=C(N1)C(C(=O)O)C)C)OC1CCCC1)C1=CC(=C(C(=C1)OC)C)OC 2-(2-((2s,3r)-3-((tert-butyldimethylsilyl)oxy)-2-(cyclopentyloxy)-3-(3,5-dimethoxy-4-methylphenyl)propyl)-5-methylthiazol-4-yl)propanoic acid